N1=CC(=CC=C1)C1=NN=C(O1)C12CC3(CC(CC(C1)C3)C2)NC(=O)C2=NC(=CC=C2)C 6-Methyl-pyridine-2-carboxylic acid [3-(5-pyridin-3-yl-[1,3,4]oxadiazol-2-yl)-adamantan-1-yl]-amide